1-(2-(dimethylamino)-2-(thiophen-3-yl)ethyl)-3-(1,2,3,4-tetrahydronaphthalen-2-yl)urea hydrochloride Cl.CN(C(CNC(=O)NC1CC2=CC=CC=C2CC1)C1=CSC=C1)C